2-(oxazol-5-yl)ethan-1-amine TFA salt OC(=O)C(F)(F)F.O1C=NC=C1CCN